cobalt-iron-boron-tantalum [Ta].[B].[Fe].[Co]